FC1=C(C=CC(=C1)F)N1CC(CC1=O)C(=O)NCC1=C(C(=CC=C1)F)F 1-(2,4-difluorophenyl)-N-[(2,3-difluorophenyl)methyl]-5-oxopyrrolidine-3-carboxamid